N-(5-((6-((R)-3-(3-chloro-4-fluorophenyl)-isoxazolidine-2-yl)pyrimidine-4-yl)amino)-2-(4-(4-cyclobutylpiperazine-1-yl)piperidine-1-yl)-4-methoxyphenyl)acrylamide ClC=1C=C(C=CC1F)[C@@H]1N(OCC1)C1=CC(=NC=N1)NC=1C(=CC(=C(C1)NC(C=C)=O)N1CCC(CC1)N1CCN(CC1)C1CCC1)OC